Tetramethyl-tetrazene CN(N(N=NC)C)C